Methyl 5-methoxy-2,3-dihydro-1H-pyrrolo[2,3-c]pyridine-7-carboxylate COC=1C=C2C(=C(N1)C(=O)OC)NCC2